P1(OC2=C(C=C(C=C2C(C)(C)C)C(C)(C)C)CC2=C(C(=CC(=C2)C(C)(C)C)C(C)(C)C)O1)[O-] methylenebis(4,6-di-tert-butylphenyl) phosphite